COC1=C(C=CC(=C1)/C=C/C2=CC(=NN2)/C=C/C3=CC(=C(C=C3)O)OC)O The molecule is a pyrazole obtained by cyclocodensation of the two carbonyl groups of curcumin with hydrazine. It has a role as an EC 2.3.1.48 (histone acetyltransferase) inhibitor, an antineoplastic agent, an EC 2.7.11.1 (non-specific serine/threonine protein kinase) inhibitor and an angiogenesis modulating agent. It is a member of pyrazoles, a polyphenol, an aromatic ether and an olefinic compound. It derives from a curcumin.